Cl.N1CCC(CC1)CNC(=O)C1CCCC1 N-(piperidin-4-ylmethyl)cyclopentanecarboxamide hydrochloride